7-chloro-1-(pyrazin-2-yl)quinazolin-2,4(1H,3H)-dione ClC1=CC=C2C(NC(N(C2=C1)C1=NC=CN=C1)=O)=O